2-(4-fluorophenyl)-2-(1-(4,5,6,7-tetrahydro-1H-pyrazolo[4,3-c]pyridine-5-carbonyl)piperidin-4-ylidene)acetonitrile FC1=CC=C(C=C1)C(C#N)=C1CCN(CC1)C(=O)N1CC2=C(CC1)NN=C2